CONC(CC1=C(C=C(C=C1Cl)Cl)Cl)C O-methyl-N-[1-methyl-2-(2,4,6-trichlorophenyl)-ethyl]-hydroxylamine